N1=CC(=CC=C1)C1=CC=C2C=CC(OC2=C1)=O 7-(pyridin-3-yl)-2H-chromen-2-one